FC(CN1C=CN2N=CC(=C21)CNC(C2=CC(=C(C=C2)OC(F)(F)F)F)=O)F N-{[1-(2,2-difluoroethyl)-1H-imidazo[1,2-b]pyrazol-7-yl]methyl}-3-fluoro-4-(trifluoromethoxy)benzamide